Ethyl 3-(1-((1-(2,2-difluoroethyl)-1H-imidazol-5-yl) methyl)-3-(ethoxycarbonyl) thioureido)-1H-pyrrole-2-carboxylate FC(CN1C=NC=C1CN(C(=S)NC(=O)OCC)C1=C(NC=C1)C(=O)OCC)F